COC(C1=C(C(=CC=C1)N1CCC(CC1)C(OC)OC)CO)=O (4-(dimethoxymethyl)piperidin-1-yl)-2-(hydroxymethyl)benzoic acid methyl ester